4-[[7-(2,6-difluorophenyl)-4-oxo-3H-pyrido[4,3-d]pyrimidin-5-yl]amino]-N-ethyl-benzamide FC1=C(C(=CC=C1)F)C1=CC=2N=CNC(C2C(=N1)NC1=CC=C(C(=O)NCC)C=C1)=O